6-bromo-3-((difluoromethyl)thio)-2-phenyl-1-tosyl-1H-indole BrC1=CC=C2C(=C(N(C2=C1)S(=O)(=O)C1=CC=C(C)C=C1)C1=CC=CC=C1)SC(F)F